C12(CC3CC(CC(C1)C3)C2)NCCCCCCCNC=2C=CC=C3C(=NN(C23)C)C2C(NC(CC2)=O)=O 3-(7-((7-((adamantan-1-yl)amino)heptyl)amino)-1-methyl-1H-indazol-3-yl)piperidine-2,6-dione